(3-(2-oxo-5-(cis-3-(trifluoromethoxy)cyclobutyl)oxazolidin-3-yl)bicyclo[1.1.1]pent-1-yl)carbamic acid tert-butyl ester C(C)(C)(C)OC(NC12CC(C1)(C2)N2C(OC(C2)[C@@H]2C[C@@H](C2)OC(F)(F)F)=O)=O